C1(CC1)S(=O)(=O)N1N=CC(=C1)C1=NC=CC(=N1)NC1=NC=C(C(=C1)N1CCC2(CC1)CCN(CC2)C)C#CC=2C=NN(C2)C(F)F (1-(cyclopropylsulfonyl)-1H-pyrazol-4-yl)-N-(5-((1-(difluoromethyl)-1H-pyrazol-4-yl)ethynyl)-4-(9-methyl-3,9-diazaspiro[5.5]undec-3-yl)pyridin-2-yl)pyrimidin-4-amine